FC(SC1=CC=C(C=C1)C1=CC=C(C=C1)COC1=C(N=NN1)C(=O)O)(F)F 5-((4'-((trifluoromethyl)thio)-[1,1'-biphenyl]-4-yl)methoxy)-1H-1,2,3-triazole-4-carboxylic acid